BrC1=CC(=C(OC(C(=O)NC#N)C)C=C1F)C(CC)(F)F 4-bromo-2-(1,1-difluoropropyl)-5-fluorophenoxyl-1-(cyanoamino)-1-propanone